C(#N)C=1C=C(C=CC1)C=1C=C2CN(CC2=CC1)C(CN1N=C(N=C1)C#N)=O 1-(2-(5-(3-cyanophenyl)isoindolin-2-yl)-2-oxoethyl)-1H-1,2,4-triazole-3-carbonitrile